The molecule is a benzazepine that is 2,3,4,5-tetrahydro-3-benzazepine bearing a phenyl substituent at position 1, an allyl substituent at position 3 and two hydroxy substituents at positions 7 and 8. Selective dopamine D1-like receptor partial agonist (IC50 values are 19.7 and 2425 nM for binding to D1-like and D2-like receptors respectively). Centrally active following systemic administration in vivo. It has a role as a dopamine agonist. It is a benzazepine, a member of catechols and a tertiary amino compound. It is a conjugate acid of a N-allyl-1-phenyl-2,3,4,5-tetrahydro-3-benzazepinium-7,8-diol(1+). C=CCN1CCC2=CC(=C(C=C2C(C1)C3=CC=CC=C3)O)O